C12C3C4C(CC3C(CC1OC(C=C)=O)C2)O4 3,4-epoxytricyclo[5.2.1.02,6]decan-9-ylacrylate